[O-2].[Ti+4].[Ni+2].[O-2].[O-2] nickel-titanium oxide